C1(=CC=CC=C1)C1=CC=C(C(=N1)CCO)N1C[C@H](CC1)OC1=NC=C(C=C1)C(F)(F)F (S)-2-(6-phenyl-3-(3-(5-(trifluoromethyl)pyridin-2-yloxy)pyrrolidin-1-yl)pyridin-2-yl)ethanol